N1(CCCC1)C1CN(CC1)C(=O)[O-] [1,3'-bipyrrolidine]-1'-carboxylate